5-(4-(2-aminopropan-2-yl)phenyl)-1,8-naphthyridin-2(1H)-one hydrochloride Cl.NC(C)(C)C1=CC=C(C=C1)C1=C2C=CC(NC2=NC=C1)=O